methyl (2S)-5-amino-6-[[(1R,3R)-3-(methoxycarbonyl) cyclohexyl]amino]-2-methyl-1,2,3,4-tetrahydroquinoline-1-carboxylate NC1=C2CC[C@@H](N(C2=CC=C1N[C@H]1C[C@@H](CCC1)C(=O)OC)C(=O)OC)C